C(C)(C)OC(=O)C=1C(=NC(=NC1)NC1=C(C=C(C(=C1)NC(C=C)=O)N1CC2C(C1)CC(C2)(C)N)OC)C2=CN(C1=CC=CC=C21)C 2-((5-acrylamido-4-(5-amino-5-methylhexahydrocyclopenta[c]pyrrol-2(1H)-yl)-2-methoxyphenyl)amino)-4-(1-methyl-1H-indol-3-yl)pyrimidine-5-carboxylic acid isopropyl ester